ClC1=CC=C(C=C1)S(=O)(=O)C 1-chloro-4-(methylsulfonyl)benzene